(E)-N-(3-fluorophenyl)-2,4-dimethoxy-6-(4-(2-oxo-2-(piperidin-1-yl)ethoxy)styryl)benzamide FC=1C=C(C=CC1)NC(C1=C(C=C(C=C1\C=C\C1=CC=C(C=C1)OCC(N1CCCCC1)=O)OC)OC)=O